4-(2-methoxyethyl)-6-(1H-pyrazol-5-yl)thieno[3,2-d]Pyrimidine-2,4-diamine formate C(=O)O.COCCC1(C2=C(N=C(N1)N)C=C(S2)C2=CC=NN2)N